N-((1,2,3,5,6,7-hexahydro-s-indacen-4-yl)carbamoyl)-7-methyl-N'-trityl-6,7-dihydro-5H-pyrazolo[5,1-b][1,3]oxazine-3-sulfonimidamide C1CCC2=C(C=3CCCC3C=C12)NC(=O)NS(=O)(=NC(C1=CC=CC=C1)(C1=CC=CC=C1)C1=CC=CC=C1)C=1C=NN2C1OCCC2C